1-nonyl-3-ethylpyrrolidinium chloride [Cl-].C(CCCCCCCC)[NH+]1CC(CC1)CC